C(#N)C(C)(C)NC=O N-(1-cyano-1-methylethyl)carboxamide